S1C(=NC2=C1C=CC=C2)C(CC2=CC(=CC=C2)C#N)NS(=O)(=O)C=2C=C(C=CC2)NC(C2=CC=CC=C2)=O N-[3-[[1-(1,3-benzothiazol-2-yl)-2-(3-cyanophenyl)ethyl]sulfamoyl]phenyl]benzamide